C(C)(C)(C)OC(=O)N1C[C@@H](N(CC1)C1=NC=C(C=C1[N+](=O)[O-])C(F)(F)F)C(=O)O (R)-4-(tert-butoxycarbonyl)-1-(3-nitro-5-(trifluoromethyl)pyridin-2-yl)piperazine-2-carboxylic acid